C1C2(C1)CC=1N(N=CC1)C2 spiro[4,6-dihydropyrrolo[1,2-b]pyrazole-5,2'-cyclopropane]